3-(3-(4-(3-(3-cyanophenyl)ureido)phenoxy)azetidin-1-yl)-2-(1H-pyrrol-1-yl)benzoic acid C(#N)C=1C=C(C=CC1)NC(NC1=CC=C(OC2CN(C2)C=2C(=C(C(=O)O)C=CC2)N2C=CC=C2)C=C1)=O